7-chloro-2,2-dimethyl-1,2,3,4-tetrahydro-1,8-naphthyridine ClC1=CC=C2CCC(NC2=N1)(C)C